1,2-Di-O-octadecyl-rac-glycerol C(CCCCCCCCCCCCCCCCC)OC[C@H](OCCCCCCCCCCCCCCCCCC)CO |r|